pentaerythritol tetrakis(bis-tertiary-butylhydroxyhydrocinnamate) C(C)(C)(C)C(C(C(=O)OCC(COC(C(C(C1=CC=CC=C1)C(C)(C)C)(O)C(C)(C)C)=O)(COC(C(C(C1=CC=CC=C1)C(C)(C)C)(O)C(C)(C)C)=O)COC(C(C(C1=CC=CC=C1)C(C)(C)C)(O)C(C)(C)C)=O)(O)C(C)(C)C)C1=CC=CC=C1